C(#CC1=C(N)C=CC(=C1)C(C)(C)C)C1=C(N)C=CC(=C1)C(C)(C)C 2,2'-(ethyne-1,2-diyl)bis(4-(tert-butyl)aniline)